O(S(=O)(=O)C(F)(F)F)C=1COC(CC1)CO[Si](C1=CC=CC=C1)(C1=CC=CC=C1)C(C)(C)C 6-(((tert-butyldiphenylsilyl)oxy)methyl)-5,6-Dihydro-2H-pyran-3-yl triflate